COC1=NC=C(C(=O)OC)C=C1 methyl 6-methoxynicotinate